imidazolide disodium salt [Na+].[Na+].[N-]1C=NC=C1.[N-]1C=NC=C1